BrC=1C=C(C(=NC1C)N)F 5-bromo-3-fluoro-6-methyl-pyridin-2-amine